C1(=CC=C(C=C1)C(=O)[O-])C1=CC(=CC=C1)C1=CC=C(C=C1)C(=O)[O-] [1,1':3',1''-terphenyl]-4,4''-dicarboxylate